BrC1=CC(=C(CC2=NC3=C(N2C[C@H]2OCC2)C=C(C=C3OC)C(=O)OC)C=C1F)F methyl (S)-2-(4-bromo-2,5-difluorobenzyl)-4-methoxy-1-(oxetan-2-ylmethyl)-1H-benzo[d]imidazole-6-carboxylate